CC=1C=C(C=NC1)S(=O)(=O)NS(=O)(=O)C=1C=NC=C(C1)C 5-methyl-N-(5-methylpyridin-3-sulfonyl)pyridine-3-sulfonamide